methyl heneicosanate C(CCCCCCCCCCCCCCCCCCCC)(=O)OC